ClC1=CC=C(C=C1)C1OCC(NC1)=O 6-(4-chlorophenyl)-3-morpholone